1-[2-fluoro-4-(4,4,5,5-tetramethyl-1,3,2-dioxaborolan-2-yl)phenyl]-4-methyl-piperazine FC1=C(C=CC(=C1)B1OC(C(O1)(C)C)(C)C)N1CCN(CC1)C